ClC=1C=C(C=CC1Cl)C[C@@H](C(=O)OC)NC(CC1CCN(CC1)C(CCC1=CC=C(C=C1)OCC)=O)=O Methyl (S)-3-(3,4-dichlorophenyl)-2-(2-(1-(3-(4-ethoxyphenyl)propanoyl)piperidin-4-yl)acetamido)propanoate